[6-[3-(6-methyl-2-pyridyl)-1H-pyrazol-4-yl]-1,5-naphthyridin-4-yl]acetate CC1=CC=CC(=N1)C1=NNC=C1C=1N=C2C(=CC=NC2=CC1)CC(=O)[O-]